3-phenyl-1-(4-trifluoromethylphenyl)prop-2-yn-1-one-O-methyloxime CON=C(C#CC1=CC=CC=C1)C1=CC=C(C=C1)C(F)(F)F